FC(C1=C(C=CC=C1)C1=CC(=NO1)N)(F)F 5-(2-(trifluoromethyl)phenyl)isoxazol-3-amine